N-[3-chloro-4-[4-(piperidine-4-carbonyl)piperazine-1-carbonyl]phenyl]-5-[1-[1-(2-methoxyethyl)imidazol-4-yl]-3-(trifluoromethyl)pyrazol-4-yl]-1-methyl-imidazole-2-carboxamide ClC=1C=C(C=CC1C(=O)N1CCN(CC1)C(=O)C1CCNCC1)NC(=O)C=1N(C(=CN1)C=1C(=NN(C1)C=1N=CN(C1)CCOC)C(F)(F)F)C